Bicyclo[2.2.2]oct-5-ene-2-carboxylic acid bicyclo[2.2.2]oct-5-en-2-ylmethyl ester C12C(CC(C=C1)CC2)COC(=O)C2C1C=CC(C2)CC1